4-(4-chloro-3-hydroxyphenoxy)piperidine-1-carboxylic acid tert-butyl ester C(C)(C)(C)OC(=O)N1CCC(CC1)OC1=CC(=C(C=C1)Cl)O